[Cl-].C[N+](CCC[Si](OCC1OC1)(OCC1OC1)OCC1OC1)(CCCCCCCCCCCCCCCCCC)C dimethyl-(octadecyl)(3-(tris(oxiran-2-ylmethoxy)silyl)propyl)ammonium chloride